[(5R)-5,6-dimethyl-7,8-dihydro-5H-1,6-naphthyridin-3-yl]boronic acid C[C@@H]1C=2C=C(C=NC2CCN1C)B(O)O